C1(CCCCC1)C(CC1=CC=NC=C1)(O)C1=C(C=CC(=C1)C)OCOC 4-(2-cyclohexyl-2-(2-methoxymethoxy-5-methylphenyl)-2-hydroxy-ethyl)-pyridine